N-(2-methoxyethyl)hydroxylamine hydrochloride Cl.COCCNO